3-(4-methylpiperazine-carbonyl)-7-oxabicyclo[2.2.1]heptane-2-carboxylic acid CN1CCN(CC1)C(=O)C1C(C2CCC1O2)C(=O)O